C1(=CC=CC=C1)C(C1=CC=CC=C1)(C1=CC=CC=C1)OB(O)O triphenylmethyl-boric acid